FC=1C(=C2C(=NC1NC1=NC(=CC(=C1)NC)C)CCO2)C=2C[C@H](CN(CC2)C)O |r| rac-(3R)-5-[6-fluoro-5-[[6-methyl-4-(methylamino)-2-pyridyl]amino]-2,3-dihydrofuro[3,2-b]pyridin-7-yl]-1-methyl-2,3,4,7-tetrahydroazepin-3-ol